(2-ethylphenyl)(4'-methylphenyl)amine C(C)C1=C(C=CC=C1)NC1=CC=C(C=C1)C